3-(hydroxymethyl)-8-methyl-4,5-dihydro-3H,6H-2,2a,5a-triazaaceanthrylen-6-one OCC1N2N=CC=3C4=CC=C(C=C4C(N(CC1)C32)=O)C